C(CCCCCCCCCCCCC)(=O)OCCN(CCOC(CCCCCCCCCCCCC)=O)C(C[N+](C)(C)C)=O O,O'-ditetradecanoyl-N-(α-trimethylammonioacetyl)diethanolamine